1-[4-(3-{3-[(S)-(3-Fluoro-1-methyl-azetidin-3-yl)-hydroxy-(4-isopropyl-phenyl)-methyl]-phenyl}-[1,2,4]oxadiazol-5-yl)-piperidin-1-yl]-ethanone FC1(CN(C1)C)[C@@](C=1C=C(C=CC1)C1=NOC(=N1)C1CCN(CC1)C(C)=O)(C1=CC=C(C=C1)C(C)C)O